C(C(=C)C)(=O)OC(C)COC(C)COC(C)COC(C)COC(C(=C)C)=O Tetrapropylen glycol dimethacrylat